C(C)(C)(C)OC(=O)N1C(=C(C2=CC(=CC=C12)Cl)CC)C1=CC(=NC=C1)C 5-chloro-3-ethyl-2-(2-methylpyridin-4-yl)-1H-indole-1-carboxylic acid tert-butyl ester